(2S,3R,4R,5S,6R)-6-(acetoxymethyl)-3-aminotetrahydro-2H-pyran-2,4,5-triyl triacetate HCl salt Cl.C(C)(=O)O[C@@H]1O[C@@H]([C@H]([C@@H]([C@H]1N)OC(C)=O)OC(C)=O)COC(C)=O